C(C=C)(=O)OCC/C(/C(=O)[O-])=C/C(=O)[O-] acryloyloxyethylmaleat